3-chloro-2-fluoro-4-methoxy-6-((trimethylsilyl)ethynyl)aniline ClC=1C(=C(N)C(=CC1OC)C#C[Si](C)(C)C)F